(5RS)-2-[(5-Chloro-2-thienyl)methyl]-3-oxo-2,3,5,6,7,8-hexahydro[1,2,4]triazolo[4,3-a]pyridin ClC1=CC=C(S1)CN1N=C2N(CCCC2)C1=O